FC1=CC(=C(C(=O)OCC)C=C1NC(N[C@@H](C)C=1N(N=CN1)C1=NC=CC=N1)=O)C ethyl 4-fluoro-2-methyl-5-[[(1S)-1-(2-pyrimidin-2-yl-1,2,4-triazol-3-yl)ethyl]carbamoylamino]benzoate